Cl.F[C@@H]1[C@@H](C1)C1=NC(=NO1)C1(CCNCC1)C |r| rac-4-{5-[(1S,2S)-2-fluorocyclopropyl]-1,2,4-oxadiazol-3-yl}-4-methylpiperidine hydrochloride